tert-butyl 3-[(allyloxycarbonylamino)methyl]-3-(2-tert-butoxy-2-oxo-ethoxy)azetidine-1-carboxylate C(C=C)OC(=O)NCC1(CN(C1)C(=O)OC(C)(C)C)OCC(=O)OC(C)(C)C